N-ethyl-N-dihydroxyethyl-acrylamide C(C)N(C(C=C)=O)CC(O)O